O1CC(C1)N1CCN(CC1)C(C=CCC#N)C 4-[4-(oxetan-3-yl)piperazin-1-yl]pent-2-enecarbonitrile